ethyl-2,3-dihydro-1H-indene C(C)C1CCC2=CC=CC=C12